1-{(1r,4r)-4-[5-(1-methyl-1H-pyrazol-4-yl)-2H-indazol-2-yl]cyclohexyl}methanamine, hydrochloride salt Cl.CN1N=CC(=C1)C1=CC2=CN(N=C2C=C1)C1CCC(CC1)CN